BrC1=C(N(C2=CC=CC=C2C1=O)C(=O)N1CCOCC1)C 3-bromo-2-methyl-1-(morpholine-4-carbonyl)quinolin-4(1H)-one